N-(4-(3-(2,4-Dioxotetrahydropyrimidin-1(2H)-yl)phenyl)but-3-yn-1-yl)-5-(8-(3-ethyl-6-methyl-5-oxo-4,5,6,7-tetrahydro-1H-pyrazolo[3,4-c]pyridin-1-yl)isoquinolin-3-yl)picolinamide O=C1N(CCC(N1)=O)C=1C=C(C=CC1)C#CCCNC(C1=NC=C(C=C1)C=1N=CC2=C(C=CC=C2C1)N1N=C(C2=C1CN(C(C2)=O)C)CC)=O